O=C1N(CN(C2=CC=CC=C12)C1=CC=C(C=C1)C(F)(F)F)CC(=O)O 2-(4-oxo-1-(4-(trifluoromethyl)phenyl)-1,4-dihydroquinazolin-3(2H)-yl)acetic acid